1,5-anhydro-D-glucitol C1[C@H](O)[C@@H](O)[C@H](O)[C@H](O1)CO